FC1=CC(=C(C=C1)NS(=O)(=O)C=1C=C(C=C2C(N(C(=NC12)N1CCCCC1)C)=O)C)S(=O)(=O)C N-(4-fluoro-2-(methylsulfonyl)phenyl)-3,6-dimethyl-4-oxo-2-(piperidin-1-yl)-3,4-dihydroquinazoline-8-sulfonamide